ClC1=C(C=CC=C1Cl)SC=1N=CC(=NC1)N1CCC2(C(C3=CC=CN3C2)=O)CC1 1-(5-((2,3-dichlorophenyl)thio)pyrazin-2-yl)-1'H,3'H-spiro[piperidine-4,2'-pyrrolizin]-1'-one